The molecule is an ortho-fused bicyclic hydrocarbon that is 1,2,3,4-tetrahydro derivative of naphthalene. It is an ortho-fused bicyclic hydrocarbon and a member of tetralins. It derives from a hydride of a naphthalene. C1CCC2=CC=CC=C2C1